1'-[(2S)-1-(4-methanesulfonylphenoxy)propan-2-yl]-1,2-dihydrospiro[indole-3,4'-piperidin]-2-one CS(=O)(=O)C1=CC=C(OC[C@H](C)N2CCC3(CC2)C(NC2=CC=CC=C23)=O)C=C1